N-({3,5-difluoro-2-[(2-methyloxan-4-yl)oxy]phenyl}methyl)-5-{2-acetamidoimidazo[1,2-b]pyridazin-6-yl}-2-(deutero)methoxy-6-methylpyridine-3-carboxamide FC=1C(=C(C=C(C1)F)CNC(=O)C=1C(=NC(=C(C1)C=1C=CC=2N(N1)C=C(N2)NC(C)=O)C)OC[2H])OC2CC(OCC2)C